Cl.CN(C)CC1CN(CCC1(C1=CC(=CC=C1)OC)O)C(=O)C1=C(C=C(C(=C1)F)F)F (3-((dimethylamino)methyl)-4-hydroxy-4-(3-methoxyphenyl)piperidin-1-yl)(2,4,5-trifluorophenyl)methanone hydrochloride